9-methyl-4-(pyrazin-2-yl)-3,4,7,15-tetraazatricyclo[12.3.1.02,6]Octadecan-1(18),2,5,14,16-pentaen-8-one trifluoroacetate FC(C(=O)O)(F)F.CC1C(NC2=CN(N=C2C=2C=CN=C(CCCC1)C2)C2=NC=CN=C2)=O